(R)-1-phenylpiperidin-3-amine C1(=CC=CC=C1)N1C[C@@H](CCC1)N